Boc-N-methyl-valine C(=O)(OC(C)(C)C)N([C@@H](C(C)C)C(=O)O)C